[Cl-].C(CCC)O[Si](CCC[N+](C)(CCCCCCCCCCCCCC)CCCCCCCCCCCCCC)(OCCCC)OCCCC 3-(tributoxysilyl)propyl-di-n-tetradecylmethyl-ammonium chloride